C1(=CC=CC=C1)C1COC2(COC2)N1C(C=C)=O (7-phenyl-2,5-dioxa-8-azaspiro[3.4]oct-8-yl)prop-2-en-1-one